N-[4-(4-Fluoro-1,3-benzoxazol-2-yl)phenyl]pyridin-2-carboxamid FC1=CC=CC2=C1N=C(O2)C2=CC=C(C=C2)NC(=O)C2=NC=CC=C2